COC1=NN(C=2C=C(C3=C(C12)C=CC=C3)OC)C3=CC=CC=C3 1,5-dimethoxy-3-phenyl-3H-benzo[e]indazole